1-(3-((R)-1-((6-(((R)-1,4-dioxane-2-yl)methoxy)-7-methoxy-2-methylquinazolin-4-yl)amino)ethyl)-2-fluorophenyl)-1,1-difluoro-2-methylpropan-2-ol O1[C@H](COCC1)COC=1C=C2C(=NC(=NC2=CC1OC)C)N[C@H](C)C=1C(=C(C=CC1)C(C(C)(O)C)(F)F)F